C(CCC)[C@H](NC(OC(C(C1=CC(=CC=C1)F)(F)F)C1=CC=CC=C1)=O)C(N[C@H](C(C(NCC)=O)OC(C)=O)C[C@H]1C(NCC1)=O)=O acetic acid (6S,9S)-6-butyl-1,1-difluoro-1-(3-fluorophenyl)-4,7,11-trioxo-9-(((S)-2-oxopyrrolidin-3-yl) methyl)-2-phenyl-3-oxa-5,8,12-triazatetradecan-10-yl ester